methyl (1-((2,2-diethoxyethyl)(2-methylbutyl)amino)-4-methyl-1-oxopentan-2-yl)carbamate C(C)OC(CN(C(C(CC(C)C)NC(OC)=O)=O)CC(CC)C)OCC